methyl 7-(2,2,2-trifluoroacetyl)-5,6,7,8-tetrahydro-2,7-naphthyridine-3-carboxylate FC(C(=O)N1CCC=2C=C(N=CC2C1)C(=O)OC)(F)F